C(C(CCCCCCCCCC)O)O 1,2-Dodecylene Glycol